C1(CCCCCCC1)OC(C(C(C(=O)O)=C)C)=O 4-(cyclooctyloxy)-3-methyl-2-methylene-4-oxobutanoic acid